Methyl 4-(3-ethoxy-5-methoxyphenyl)-2,4-dioxobutanoate C(C)OC=1C=C(C=C(C1)OC)C(CC(C(=O)OC)=O)=O